CP(OC1=C(C(=CC(=C1)CCCCC)O)C1CCCC(=C1)C)(OC)=O 6-hydroxy-5'-methyl-4-pentyl-1',2',3',4'-tetrahydro-[1,1'-biphenyl]-2-yl methyl methylphosphonate